BrC1=NC2=CC=CC=C2C(=C1C(=O)OCC)C Ethyl 2-bromo-4-methylquinoline-3-carboxylate